Cl.C(C1=CC=CC=C1)N1CCC(CC1)\C=C/1\C(C2=CC(=C(C=C2C1)OC)OC)=O (E)-2-((1-benzylpiperidin-4-yl)methylene)-5,6-dimethoxy-2,3-dihydro-1H-inden-1-one Hydrochloride